Sodium (2S)-1-hydroxy-2-((S)-4-methyl-2-((((phenyl-d5)methoxy)carbonyl)amino) pentanamido)-3-((S)-2-oxopyrrolidin-3-yl)propane-1-sulfonate OC([C@H](C[C@H]1C(NCC1)=O)NC([C@H](CC(C)C)NC(=O)OCC1=C(C(=C(C(=C1[2H])[2H])[2H])[2H])[2H])=O)S(=O)(=O)[O-].[Na+]